ClC1=CC(=C(C=N1)C1=NC=C(C=C1F)CN1C[C@H](CCC1)O)N[C@@H](C)CCO (S)-1-((6'-Chloro-3-fluoro-4'-(((S)-4-hydroxybutan-2-yl)amino)-[2,3'-bipyridin]-5-yl)methyl)piperidin-3-ol